C(#N)C1=CC(=CC2=C1SC(=C2)C=2SC(=C(N2)C)C(=O)O)C 2-(7-cyano-5-methylbenzo[b]thiophen-2-yl)-4-methylthiazole-5-carboxylic acid